[6-[3-mesyl-4-(trifluoromethyl)benzyl]-2-azaspiro[3.3]heptan-2-yl]-[6-(1H-1,2,4-triazol-5-yl)-2-azaspiro[3.3]heptan-2-yl]methanone S(=O)(=O)(C)C=1C=C(CC2CC3(CN(C3)C(=O)N3CC4(C3)CC(C4)C4=NC=NN4)C2)C=CC1C(F)(F)F